C(C=C)(=O)N1[C@H](CN(CC1)C1=NC(=NC=2CC3(CCC12)C(=CC1=CC=CC=C13)C)OC[C@H]1N(CCC1)C)CC#N 2-((2S)-1-acryloyl-4-(2-methyl-2'-(((S)-1-methylpyrrolidin-2-yl)methoxy)-5',8'-dihydro-6'H-spiro[indene-1,7'-quinazolin]-4'-yl)piperazin-2-yl)acetonitrile